C[Si]1(O[Si](O[Si](O[Si](O1)(CCCCCCCCCCCCCCCCCCCCCCCCCC)C)(CCCCCCCCCCCCCCCCCCCCCCCCCC)C)(CCCCCCCCCCCCCCCCCCCCCCCCCC)C)CCCCCCCCCCCCCCCCCCCCCCCCCC tetramethyl-tetra(hexacosanyl)cyclotetrasiloxane